FC(CNC1=CC=CC2=CC3=CC=CC=C3C=C12)(F)F ((2,2,2-trifluoroethyl)amino)anthracen